O-(7-aza-1H-benzotriazole-1-yl)-N,N,N',N'-tetramethyluronium hexafluorophosphate F[P-](F)(F)(F)(F)F.N1(N=NC2=C1N=CC=C2)OC(=[N+](C)C)N(C)C